trans-3-(7-fluoro-5-methyl-2-(pyrrolidin-1-ylsulfonyl)-1H-indol-4-yl)cyclobutane-1-carbaldehyde FC=1C=C(C(=C2C=C(NC12)S(=O)(=O)N1CCCC1)[C@@H]1C[C@H](C1)C=O)C